3-methoxy-2-methylpropanoate COCC(C(=O)[O-])C